BrC1=C(C=C(C=C1)C1=NNC(OC1(C)C)=O)C(F)(F)F 5-(4-Bromo-3-(trifluoromethyl)phenyl)-6,6-dimethyl-3,6-dihydro-2H-1,3,4-oxadiazin-2-one